ClC1=C(C=CC(=C1)OCC=1C(=NOC1C1CC1)C1=C(C=CC=C1Cl)Cl)CCC=1C=C(C2=C(CCO2)C1)C(=O)OC methyl 5-((2-chloro-4-((5-cyclopropyl-3-(2,6-dichlorophenyl) isoxazol-4-yl) methoxy) phenyl) ethyl)-2,3-dihydrobenzofuran-7-carboxylate